FC(C1=NN(C=C1C(=O)NNC1=CC=C(C=C1)OC1=CC=C(C=C1)C)C)F 3-(difluoromethyl)-1-methyl-N'-(4-(p-tolyloxy)phenyl)-1H-pyrazole-4-hydrazide